CSC1=NC=C(C(=N1)OCCC)C(=O)OCC ethyl 2-(methylsulfanyl)-4-propoxypyrimidine-5-carboxylate